CC=1C(=NN(C1)C1=CC=CC=C1)C(=O)N1CCC2(CCN(C2=O)C2=NC=CC(=C2)C(F)(F)F)CC1 8-(4-methyl-1-phenyl-1H-pyrazole-3-carbonyl)-2-[4-(trifluoromethyl)pyridin-2-yl]-2,8-diazaspiro[4.5]decan-1-one